ClC=1N=C(C2=C(N1)CC[S@]2=O)NCC(C(F)(F)F)O (5R)-2-chloro-4-((3,3,3-trifluoro-2-hydroxypropyl)amino)-6,7-dihydrothieno[3,2-d]pyrimidine 5-oxide